CC(CCCC)CCCC(CCCCCCCCCCCCCCCC)C 5,9-dimethylpentacosane